C(C)[Si](O[Si](CC)(C)C)(C)C 1,3-diethyl-tetramethyldisiloxane